methyl 2-ethyl-6,6-dimethylcyclohexa-2,4-diene-1-carboxylate C(C)C=1C(C(C=CC1)(C)C)C(=O)OC